ClC=1C(=C(C=CC1)C(C(=O)O)(C)F)CC 2-(3-Chloro-2-ethyl-phenyl)-2-fluoro-propionic acid